N-(1-methylcyclobutyl)-2-(pyrimidin-4-yl)-1,7-naphthyridin-4-amine CC1(CCC1)NC1=CC(=NC2=CN=CC=C12)C1=NC=NC=C1